D-cystine diethyl ester C(C)OC([C@@H](CSSC[C@H](C(=O)OCC)N)N)=O